1-butyl-3-(2-hydroxyethyl)imidazole tetrafluoroborate F[B-](F)(F)F.C(CCC)N1CN(C=C1)CCO